N1=CC(=CC=C1)C1C(C2=CC=CC=C2C1)=C 2-pyridine-3-yl-methylene-indan